2,4,6-tris(2-hydroxy-4-(1-(2-ethoxyhexyloxy)-1-oxopropane-2-oxy)phenyl)-1,3,5-triazine OC1=C(C=CC(=C1)OC(C(=O)OCC(CCCC)OCC)C)C1=NC(=NC(=N1)C1=C(C=C(C=C1)OC(C(OCC(CCCC)OCC)=O)C)O)C1=C(C=C(C=C1)OC(C(OCC(CCCC)OCC)=O)C)O